CC(=C)CCCC 2-methyl-1-hexene